C(C)(C)(C)OC(=O)N1C[C@H](C(CC1)(OC)OC)OCC |r| (±)-3-ethoxy-4,4-dimethoxypiperidine-1-carboxylic acid tert-butyl ester